ClC1=C(C=CC(=C1)C#N)S(=O)(=O)N1C[C@@H]([C@@](C1)(CO)O)S(=O)(=O)C1=CC(=C(C#N)C=C1)F 4-(((3s,4r)-1-((2-chloro-4-cyanophenyl)sulfonyl)-4-hydroxy-4-(hydroxymethyl)pyrrolidin-3-yl)sulfonyl)-2-fluorobenzonitrile